FC(C(=O)O)(F)F.C(C)N(S(=O)=O)C N-ethyl-N-methyl-sulfonamide trifluoroacetate salt